FC1=C(OCC2=NC=CC(=N2)O[C@@H]2C[C@@H](N(CC2)CC2=NC3=C(N2C[C@@H](C)OCC(F)(F)F)C=C(C=C3)C(=O)O)C)C=CC(=C1)F {[(2S,4S)-4-({2-[(2,4-Difluorophenoxy)methyl]pyrimidin-4-yl}oxy)-2-methylpiperidin-1-yl]methyl}-1-[(2R)-2-(2,2,2-trifluoroethoxy)propyl]-1H-1,3-benzodiazole-6-carboxylic acid